O[C@H]1[C@@H](CCC1)N1C(C2=CC(=C(C(=C2C1)C)C)CC1=CC=C(C=C1)N1N=CC=C1)=O (trans-2-hydroxycyclopentyl)-4,5-dimethyl-6-(4-(1H-pyrazol-1-yl)benzyl)isoindolin-1-one